N1=CC=CC2=C(C=CC=C12)NC(C)=O N-quinolin-5-ylacetamide